FC1=CC=C(C=C1)NC1=NC(=NC(=N1)N1CCOCC1)NN [4-[(4-fluorophenyl)amino]-6-(4-morpholinyl)-1,3,5-triazin-2-yl]hydrazine